4-imidazo[1,2-a]Pyridin-6-yl-piperidine-1-carboxylic acid tert-butyl ester C(C)(C)(C)OC(=O)N1CCC(CC1)C=1C=CC=2N(C1)C=CN2